N-METHYLHYDROXYLAMINE OXALATE C(C(=O)O)(=O)O.CNO